FC(C1=NN(C=C1C=1SC=C(N1)C(=O)NC1=CC(=CC=C1)C(F)(F)F)C)F 2-(3-(difluoromethyl)-1-methyl-1H-pyrazol-4-yl)-N-(3-(trifluoromethyl)phenyl)thiazole-4-carboxamide